BrC=1C=CC=2N(C1)C=NC2C=2N(C(=CN2)CO[Si](C2=CC=CC=C2)(C2=CC=CC=C2)C(C)(C)C)COCC[Si](C)(C)C 2-[6-bromoimidazo[1,5-a]pyridin-1-yl]-5-[[(tert-butyldiphenylsilyl)oxy]methyl]-1-[[2-(trimethylsilyl)ethoxy]methyl]imidazole